29-[4-(1,1,3,3-tetramethylbutyl)phenyl]-3,6,9,12,15,18,21,24,27-nonaoxanonacosan-1-ol CC(CC(C)(C)C)(C)C1=CC=C(C=C1)CCOCCOCCOCCOCCOCCOCCOCCOCCOCCO